C(C)(C)(C)C=1C(=NN2C(=NN=CC21)C2=NOC(=C2)CO)OCC2=NC=C(C(=O)O)C=C2 6-[3-tert-butyl-7-(5-hydroxymethyl-isoxazol-3-yl)pyrazolo[1,5-d][1,2,4]triazin-2-yloxymethyl]nicotinic acid